3-chloro-5-(3-chlorophenyl)-4-methylpicolinonitrile ClC=1C(=NC=C(C1C)C1=CC(=CC=C1)Cl)C#N